4-[3-(1-cyclopropylpyrazol-4-yl)-7,8-dihydro-5H-1,6-naphthyridin-6-yl]-2-methyl-6-(trifluoromethyl)quinazoline C1(CC1)N1N=CC(=C1)C=1C=NC=2CCN(CC2C1)C1=NC(=NC2=CC=C(C=C12)C(F)(F)F)C